COC[C@@H]1N(CCC1)CC=1NC(C2=C(N1)C=C(S2)C=2C=NNC2C)=O 2-{[(2R)-2-(methoxymethyl)pyrrolidin-1-yl]methyl}-6-(5-methyl-1H-pyrazol-4-yl)thieno[3,2-d]pyrimidin-4(3H)-one